ClC=1C=C(C=CC1F)NC1=NC=NC2=CC(=C(C=C12)NC(C=C)=O)OCCCN1CCN(CC1)C(CCCCSC1=C2CN(C(C2=CC=C1)=O)C1C(NC(CC1)=O)=O)=O N-(4-((3-chloro-4-fluorophenyl)amino)-7-(3-(4-(5-((2-(2,6-dioxopiperidin-3-yl)-1-oxoisoindolin-4-yl)thio)pentanoyl)piperazin-1-yl)propoxy)quinazolin-6-yl)acrylamide